C(=O)O.ClC1=CC(=C(C=C1)N1CCC2(CC1)C=1C=CC(=NC1CN(C2=O)C[C@@H]2CNCC2)C=2C(=NC=CC2)OCC)C(F)(F)F 1'-[4-chloro-2-(trifluoromethyl)phenyl]-2-(2-ethoxypyridin-3-yl)-7-[[(3S)-pyrrolidin-3-yl]methyl]spiro[8H-1,7-naphthyridine-5,4'-piperidine]-6-one formate salt